N-(6-(4-(cyclopropylmethyl)piperazin-1-yl)-2,2-dimethyl-2,3-dihydrobenzofuran-5-yl)pyrazolo[1,5-a]pyrimidine-3-carboxamide C1(CC1)CN1CCN(CC1)C1=CC2=C(CC(O2)(C)C)C=C1NC(=O)C=1C=NN2C1N=CC=C2